6-ethynylisoquinolin-1-amine C(#C)C=1C=C2C=CN=C(C2=CC1)N